ONC(=N)C1=C(N=NC=C1)SC1=CC=C(C=C1)C N-hydroxy-3-[(4-methylphenyl)sulfanyl]pyridazine-4-carboximidamide